C(C)(=O)OC[C@H]1O[C@@H]([C@@H]([C@@H]1O[C@H]1O[C@H]([C@H]([C@@H]([C@H]1N=[N+]=[N-])OC(C)=O)OC(C)=O)CN=[N+]=[N-])OC(C)=O)SC1=CC=C(C=C1)C [(2R,3R,4R,5R)-4-acetoxy-3-[(2R,3R,4R,5R,6S)-4,5-diacetoxy-3-azido-6-(azidomethyl)tetrahydropyran-2-yl]oxy-5-(p-tolylsulfanyl)tetrahydrofuran-2-yl]methyl acetate